1-[(1R,3R,4R,7S)-1-[[bis(4-methoxyphenyl)-phenyl-methoxy]methyl]-5-(6-chloropyrimidin-4-yl)-7-hydroxy-2-oxa-5-azabicyclo[2.2.1]heptan-3-yl]-5-methyl-pyrimidine-2,4-dione COC1=CC=C(C=C1)C(OC[C@]12O[C@H]([C@H](N(C1)C1=NC=NC(=C1)Cl)[C@@H]2O)N2C(NC(C(=C2)C)=O)=O)(C2=CC=CC=C2)C2=CC=C(C=C2)OC